2-(3,4-dimethoxyphenyl)-3-ethyl-5-(4-(1-isopropylpiperidin-4-yl)-1,4-diazacycloheptan-1-yl)-1H-indole COC=1C=C(C=CC1OC)C=1NC2=CC=C(C=C2C1CC)N1CCN(CCC1)C1CCN(CC1)C(C)C